7-(5-methyl-1,2,4-oxadiazol-3-yl)isoquinolin-2-ium-2-olate CC1=NC(=NO1)C1=CC=C2C=C[N+](=CC2=C1)[O-]